tert-butyl-4-[3-methyl-2-oxo-1-[(3R)-3-methyl-2,6-dioxo-3-piperidyl]benzimidazol-5-yl]piperidine C(C)(C)(C)N1CCC(CC1)C1=CC2=C(N(C(N2C)=O)[C@]2(C(NC(CC2)=O)=O)C)C=C1